OC[C@H](CC1=CC2=CC=CC=C2C=C1)NC(OC(C)(C)C)=O (S)-tert-butyl (1-hydroxy-3-(naphthalen-2-yl)propan-2-yl)carbamate